3-(((2S,3R)-2-fluoro-5-(4-fluorophenyl)-1,1-dioxido-7-(trifluoromethyl)-3-(3,3,3-trifluoropropyl)-2,3,4,5-tetrahydrobenzo[b][1,4]thiazepin-8-yl)oxy)-2,2-dimethylpropanoic acid F[C@@H]1[C@@H](CN(C2=C(S1(=O)=O)C=C(C(=C2)C(F)(F)F)OCC(C(=O)O)(C)C)C2=CC=C(C=C2)F)CCC(F)(F)F